NC1=CC=C(C(=C1C(=O)N(C)C)F)C=1C=C2C(=NC1)NCC21CC(C1)O 6-Amino-2-fluoro-3-((1s,3s)-3-hydroxy-1',2'-dihydrospiro[cyclobutane-1,3'-pyrrolo[2,3-b]pyridin]-5'-yl)-N,N-dimethylbenzamide